methyl 2-(1'-(5-(benzyloxy)-6-methylpyrimidine-4-carbonyl)-2-bromo-5-methyl-8-oxo-5,8-dihydrospiro[cyclopenta[d][1,2,4]triazolo[1,5-a]pyrimidine-7,4'-piperidin]-4(6H)-yl)acetate C(C1=CC=CC=C1)OC=1C(=NC=NC1C)C(=O)N1CCC2(CC1)CC(C=1N(C=3N(C(C12)=O)N=C(N3)Br)CC(=O)OC)C